ClC1=CC=C(C=C1)N(N)C1=NC=CC=C1 2-(1-(4-chlorophenyl)hydrazino)pyridine